4-(bis(2-mesylethyl)amino)phenol S(=O)(=O)(C)CCN(C1=CC=C(C=C1)O)CCS(=O)(=O)C